methyl 2-(1-(2-fluoro-6-methylphenyl)piperidin-4-yl)acetate FC1=C(C(=CC=C1)C)N1CCC(CC1)CC(=O)OC